SC=1NC=C(C[C@H](N)C(=O)O)N1 2-sulfydryl-L-histidine